1,1,1-trifluoro-3-hydroxypropan-2-yl 4-(3-chloro-7-fluoro-4,5-dihydropyrazolo[1,5-a]quinolin-2-yl)piperidine-1-carboxylate ClC=1C(=NN2C1CCC1=CC(=CC=C21)F)C2CCN(CC2)C(=O)OC(C(F)(F)F)CO